(2S)-2-[3-(1,2-oxazol-4-yl)phenyl]-N-[(S)-phenyl((3R)-1,2,3,4-tetrahydro-1,5-naphthyridin-3-yl)methyl]propanamide O1N=CC(=C1)C=1C=C(C=CC1)[C@@H](C(=O)N[C@@H]([C@H]1CNC2=CC=CN=C2C1)C1=CC=CC=C1)C